(R)-4-((1-(3-(Difluoromethyl)-2-fluorophenyl)ethyl)amino)-2-methoxy-8-methyl-6-(tetrahydro-2H-pyran-4-yl)pyrido[4,3-d]pyrimidin-7(6H)-one FC(C=1C(=C(C=CC1)[C@@H](C)NC=1C=2C(N=C(N1)OC)=C(C(N(C2)C2CCOCC2)=O)C)F)F